4-(5-((2-fluoro-6-methoxyphenyl)amino)-1H-indazol-1-yl)-N-methylthiophene-2-carboxamide FC1=C(C(=CC=C1)OC)NC=1C=C2C=NN(C2=CC1)C=1C=C(SC1)C(=O)NC